O1CC(C1)C=1C=C(C=CC1)C(C)NC=1C2=C(N=CN1)SC=C2 N-[1-[3-(oxetan-3-yl)phenyl]ethyl]thieno[2,3-d]pyrimidin-4-amine